N-isopropyl-4-methoxy-3-(3-methoxypropoxy)benzamide C(C)(C)NC(C1=CC(=C(C=C1)OC)OCCCOC)=O